(5,5-difluoro-1-(4-(4,4,5,5-tetramethyl-1,3,2-dioxaborolan-2-yl)benzyl)piperidin-3-yl)methanol FC1(CC(CN(C1)CC1=CC=C(C=C1)B1OC(C(O1)(C)C)(C)C)CO)F